IC=1C=C(C[C@H](N)C(=O)O)C=C(C1O)I L-3,5-diiodotyrosine